8-((3R,4R)-3-(2-methoxyethoxy)-4-(3-(trifluoromethyl)phenoxy)piperidin-1-yl)-5-methyl-6-oxo-5,6-dihydro-1,5-naphthyridine-2-carbonitrile COCCO[C@@H]1CN(CC[C@H]1OC1=CC(=CC=C1)C(F)(F)F)C1=CC(N(C=2C=CC(=NC12)C#N)C)=O